[C@H]12CC(C[C@H](CC1)N2)N(C2=CC=C(N=N2)C2=CC=C(C(=N2)C#N)C=2C=NNC2)C 6-{6-[(1R,3R,5S)-8-azabicyclo[3.2.1]octan-3-yl(methyl)amino]pyridazin-3-yl}-3-(1H-pyrazol-4-yl)pyridine-2-carbonitrile